4-(5-(pyridin-4-yl)-4H-1,2,4-triazol-3-yl)piperidine-1-carboxylate N1=CC=C(C=C1)C=1NC(=NN1)C1CCN(CC1)C(=O)[O-]